Sebacic acid C(CCCCCCCCC(=O)O)(=O)O